2'-[6-amino-5-(trifluoromethyl)pyridin-3-yl]-N-[1-(1,3,5-trimethyl-1H-pyrazol-4-yl)ethyl]-5',6'-dihydrospiro[azetidine-3,4'-pyrrolo[1,2-b]pyrazole]-1-carboxamide NC1=C(C=C(C=N1)C=1C=C2N(N1)CCC21CN(C1)C(=O)NC(C)C=1C(=NN(C1C)C)C)C(F)(F)F